N-[4-(3-aminocyclobutyl)-1-(2,6-difluoro-4-methoxyphenyl)-1H-imidazol-2-yl]-4-(difluoromethoxy)benzamide NC1CC(C1)C=1N=C(N(C1)C1=C(C=C(C=C1F)OC)F)NC(C1=CC=C(C=C1)OC(F)F)=O